ClC1=CC=C2C(=CNC(C2=C1)=O)S(=O)(=O)NC1=C(C=C(C(=C1)F)CC#N)F 7-chloro-N-[4-(cyanomethyl)-2,5-difluoro-phenyl]-1-keto-2H-isoquinoline-4-sulfonamide